C(C)ON=C1C2=C(NC=N1)N(C=C2)[C@@H]2O[C@@H]([C@@]([C@H]2O)(C)O)[C@H](O)C2=CC=C(C=C2)Cl 7-((2R,3R,4S,5R)-5-((R)-(4-chlorophenyl)(hydroxy)methyl)-3,4-dihydroxy-4-methyltetrahydrofuran-2-yl)-1,7-dihydro-4H-pyrrolo[2,3-d]pyrimidin-4-one O-ethyl oxime